COC(C1=CC(=C(C=C1)F)F)=O.COC(C1CCN(CC1)C1=C(C=C(C(=O)OC)C=C1)F)OC methyl 4-(4-(dimethoxymethyl)piperidin-1-yl)-3-fluorobenzoate Methyl-3,4-difluorobenzoate